C(C)(C)(C)OC(C1=CC=C(C=C1)NC([C@H](CC1=CC=CC=C1)N1N=C(C(=CC1=O)C1=C(C=CC(=C1)Cl)C(CC)=O)OC)=O)=O (S)-4-(2-(4-(5-chloro-2-propionylphenyl)-3-methoxy-6-oxopyridazin-1(6H)-yl)-3-phenylpropionamido)benzoic acid tert-butyl ester